ClC=1C=C(CN2CC(CC2)C(=O)O)C=C(C1)Cl 1-(3,5-dichloro-benzyl)pyrrolidine-3-carboxylic acid